3-methyl-1-[3-thiazol-2-yl-1-(2-trimethylsilylethoxymethyl)pyrrolo[2,3-b]pyridin-4-yl]piperidin-3-amine CC1(CN(CCC1)C1=C2C(=NC=C1)N(C=C2C=2SC=CN2)COCC[Si](C)(C)C)N